(R)-3-((3-aminophenyl)amino)-5-(3-(3-methyl-2-oxoimidazolidin-1-yl)piperidin-1-yl)pyrazine-2-carboxamide NC=1C=C(C=CC1)NC=1C(=NC=C(N1)N1C[C@@H](CCC1)N1C(N(CC1)C)=O)C(=O)N